ClC1=C(C=CC(=C1)OC1CN(C1)CCCF)[C@H]1N([C@@H](CC2=C1NC1=CC=CC=C21)C)CC(C)(C)F (1R,3R)-1-[2-chloro-4-[1-(3-fluoropropyl)azetidin-3-yl]oxy-phenyl]-2-(2-fluoro-2-methyl-propyl)-3-methyl-1,3,4,9-tetrahydropyrido[3,4-b]indole